N-((7-(1-(4-Chlorobenzyl)piperidin-3-yl)-2-methylpyrazolo[1,5-a]pyrimidin-3-yl)methyl)-2-methylpropan-1-amine ClC1=CC=C(CN2CC(CCC2)C2=CC=NC=3N2N=C(C3CNCC(C)C)C)C=C1